4-[2-(4-Hydroxycyclohexa-2,4-dien-1-yl)ethyl]benzene-1,3-diol OC=1C=CC(CC1)CCC1=C(C=C(C=C1)O)O